ClC1=CC=C(C[C@H]2CO[C@H](CN2C(=O)OC(C)(C)C)C2=CC=NN2C)C=C1 (2R,5S)-tert-butyl 5-(4-chlorobenzyl)-2-(1-methyl-1H-pyrazol-5-yl)-morpholine-4-carboxylate